F[C@@H](C(=O)OCC)ON1[C@@H]2C=C([C@H](N(C1=O)C2)C(NOCCS(N)(=O)=O)=O)C ethyl (2S)-2-fluoro-2-[[(2S,5R)-3-methyl-7-oxo-2-(2-sulfamoylethoxycarbamoyl)-1,6-diazabicyclo[3.2.1]oct-3-en-6-yl]oxy]acetate